(4-carbamoylphenyl)-N-(3,5-dimethoxybenzyl)-2-oxo-2H-chromene-3-carboxamide C(N)(=O)C1=CC=C(C=C1)C1=C(C(OC2=CC=CC=C12)=O)C(=O)NCC1=CC(=CC(=C1)OC)OC